C[C@@H]1[C@H]([C@@H]([C@H](C(O1)OP(=O)(O)OP(=O)(O)OC[C@@H]2[C@H]([C@H]([C@@H](O2)N3C=CC(=O)NC3=O)O)O)NC(=O)C)O)N The molecule is a UDP-amino sugar having 2-acetamido-4-amino-2,4,6-trideoxy-D-glucose as the sugar component. It derives from an UDP-D-glucosamine. It is a conjugate acid of an UDP-2-acetamido-4-amino-2,4,6-trideoxy-D-glucose(1-).